O[C@@H]1C[C@H](N(C1)C([C@H](C(C)C)N1C(C(=CC1=O)C)=O)=O)C(=O)NCC1=CC=C(C=C1)C1=C(N=CS1)C (2S,4R)-4-hydroxy-1-((S)-3-methyl-2-(3-methyl-2,5-dioxo-2,5-dihydro-1H-pyrrol-1-yl)butanoyl)-N-(4-(4-methylthiazol-5-yl)benzyl)pyrrolidine-2-carboxamide